FCCCN1C[C@H](CC1)OC1=CC=C(C=N1)C1=C(CCCC2=C1C=CC(=C2)O)C=2C=C1CC(N(C1=CC2)C(C)=O)(C)C 1-[5-[5-[6-[(3S)-1-(3-fluoropropyl)pyrrolidin-3-yl]oxy-3-pyridyl]-2-hydroxy-8,9-dihydro-7H-benzo[7]annulen-6-yl]-2,2-dimethyl-indolin-1-yl]ethanone